C(\C=C\C(=O)[O-])(=O)[O-] (2E)-but-2-endioat